C[Si](C1=CC(=CC=C1)C(=C)C)(OCCC)C Dimethylpropoxy(3-isopropenylphenyl)silane